3-(4-(benzyloxy)-3-(trifluoromethyl)phenyl)-5-(4-(4-methylpiperazin-1-yl)phenyl)-1H-pyrazolo[3,4-b]pyridine C(C1=CC=CC=C1)OC1=C(C=C(C=C1)C1=NNC2=NC=C(C=C21)C2=CC=C(C=C2)N2CCN(CC2)C)C(F)(F)F